[B].[B].C(=CCCCC)C(C(=O)O)O.C(=CCCCC)C(C(=O)O)O bis(hexenyl-glycolic acid) diboron